3-Amino-2,6-dichloro-4-methylpyridine NC=1C(=NC(=CC1C)Cl)Cl